S1C(=CC=C1)C(=O)NC1=CC=C2C(=N1)C(=CN2)C2=CCN1CCCC1C2 5-(2-thienoyl)amino-3-(1,2,3,4,5,8-hexahydroindolizin-7-yl)pyrrolo[3,2-b]pyridine